N[C@@H]1CN(CC1)C=1C=C(C=CC1)CC(=O)NC1=CC=C(C=C1)C1=CC2=C(N=CN=C2N2CCOCC2)N1 (S)-2-(3-(3-aminopyrrolidin-1-yl)phenyl)-N-(4-(4-morpholino-7H-pyrrolo[2,3-d]pyrimidin-6-yl)phenyl)acetamide